ClC=1C=C2C(C3C(NC2=CC1)C=1CCC2=C(C1S(C3)=O)C=CC=C2)(C)C 9-chloro-7,7-dimethyl-6a,7,12,12a,13,14-hexahydro-6H-benzo[7,8]thiochromeno[4,3-b]quinolone